COC(=O)[C@H]1N(C[C@@H](C1)O)C(CCl)=O (2S,4R)-1-(2-chloroacetyl)-4-hydroxypyrrolidine-2-carboxylic acid methyl ester